tert-butyl 7-(1,4-dioxo-1,4-dihydrofuro[3,4-c]pyridin-5(3H)-yl)-5-oxa-2-azaspiro[3.4]octane-2-carboxylate O=C1OCC=2C(N(C=CC21)C2COC1(CN(C1)C(=O)OC(C)(C)C)C2)=O